3-bromo-6-chloro-2-(methylthio)pyridine tert-butyl-(S)-(3-(1-(4-fluorophenyl)-1,2,3,4-tetrahydroisoquinoline-2-carboxamido)bicyclo[1.1.1]pentan-1-yl)carbamate C(C)(C)(C)N(C(O)=O)C12CC(C1)(C2)NC(=O)N2[C@H](C1=CC=CC=C1CC2)C2=CC=C(C=C2)F.BrC=2C(=NC(=CC2)Cl)SC